7-(2-((6-oxo-1,6-dihydropyrimidin-2-yl)thio)acetyl)-1,3,4,5-tetrahydro-2H-benzo[b]azepin-2-one O=C1C=CN=C(N1)SCC(=O)C1=CC2=C(NC(CCC2)=O)C=C1